COC1=CC=C(C=C1)C2=CC(=C3C4=CC(=C(C=C4OC3=C2OC)O)O)OC The molecule is a member of the class of dibenzofurans that is dibenzo[b,d]furan substituted by methoxy groups at positions 6 and 9, hydroxy groups at positions 2 and 3 and a 4-methoxyphenyl group at position 7. It has been isolated from Aspergillus taichungensis. It has a role as an Aspergillus metabolite. It is an aromatic ether, a member of catechols and a member of dibenzofurans.